Methyl (E)-2-(2-chloro-6-(trifluoromethyl) styryl)-3-ethylimidazo[1,2-a]Pyridine-7-carboxylate ClC1=C(/C=C/C=2N=C3N(C=CC(=C3)C(=O)OC)C2CC)C(=CC=C1)C(F)(F)F